2-(1H-indol-3-yl)-N,N-dimethylethan-1-amine-2,2-d2 N1C=C(C2=CC=CC=C12)C(CN(C)C)([2H])[2H]